COC(C(C(C)C)C1=CC(=NO1)Br)=O.OC1=C(C=C(C=2C(C3=CC=CC=C3C(C12)=O)=O)O)CCl 1,4-dihydroxy-2-(chloromethyl)anthraquinone methyl-2-(3-bromoisoxazol-5-yl)-3-methylbutanoate